(E)-1-[4-(Difluoromethyl)phenyl]-3-[4-(6-hydroxyhexoxy)phenyl]prop-2-en-1-one FC(C1=CC=C(C=C1)C(\C=C\C1=CC=C(C=C1)OCCCCCCO)=O)F